(3R)-1-{[2-(1-ethyl-1H-indol-2-yl)-1-methyl-7-(methyloxy)-1H-benzimidazol-5-yl]carbonyl}-3-piperidinamine hydrochloride salt Cl.C(C)N1C(=CC2=CC=CC=C12)C1=NC2=C(N1C)C(=CC(=C2)C(=O)N2C[C@@H](CCC2)N)OC